hexa-2,4-diyne CC#CC#CC